C(C1=CC=CC=C1)N1C(C2=C(C=3C=CC=NC13)CCN(C2)CC2=C(C=CC=C2)C)=O 6-benzyl-3-(2-methylbenzyl)-2,3,4,6-tetrahydropyrido[3,4-c][1,8]naphthyridin-5(1H)-one